tert-butyl (2R,4S)-4-fluoro-2-((6-(1-methyl-1H-pyrazol-5-yl)pyridin-3-yl)carbamoyl)pyrrolidine-1-carboxylate F[C@H]1C[C@@H](N(C1)C(=O)OC(C)(C)C)C(NC=1C=NC(=CC1)C1=CC=NN1C)=O